C(C)(C)(C)OC(=O)N1CCC=2C=C(C(=NC2C1)OCC1=C(C=C(C=C1)C)Cl)I ((2-chloro-4-methylbenzyl)oxy)-3-iodo-5,8-dihydro-1,7-naphthyridine-7(6H)-carboxylic acid tert-butyl ester